((2S,7aS)-2-fluoro-6-methylenetetrahydro-1H-pyrrolizin-7a(5H)-yl)methanol F[C@H]1C[C@@]2(CC(CN2C1)=C)CO